FC=1C(=NC=NC1N1CC2(CC(C2)=O)C1)[C@@H](C)OC1=CC=C(C=C1)C(C)(C)C1=CC=C(OC2CC(C2)N)C=C1 (1r,3r)-3-(4-(2-(4-(1-(5-fluoro-6-(2-oxo-6-azaspiro[3.3]heptane-6-yl)pyrimidin-4-yl)ethoxy)phenyl)propan-2-yl)phenoxy)cyclobutylamine